N,N,N-trimethylpropan-1-ylammonium C[N+](C)(C)CCC